COCC1=C(N=CC=2NC3=CC=CC(=C3C21)OCC2=CC=NC=C2)C(=O)OCC ethyl 4-(methoxymethyl)-5-(4-pyridylmethoxy)-9H-pyrido[3,4-b]indole-3-carboxylate